ethynyl(4-trifluoromethylphenyl)-9,9-diphenylgermafluorene C(#C)C1=[Ge](C=2C(C3=CC=CC=C3C2C=C1)(C1=CC=CC=C1)C1=CC=CC=C1)C1=CC=C(C=C1)C(F)(F)F